3-[4-[1-[[4-[7-[4-(aminomethyl)-3-methyl-phenyl]pyrazolo[4,3-b]pyridin-2-yl]phenyl]methyl]-4-piperidyl]anilino]piperidine-2,6-dione HCl salt Cl.NCC1=C(C=C(C=C1)C=1C=2C(N=CC1)=CN(N2)C2=CC=C(C=C2)CN2CCC(CC2)C2=CC=C(NC1C(NC(CC1)=O)=O)C=C2)C